N-(4-fluoro-2,6-diisopropylphenyl-carbamoyl)-4-(1-hydroxycyclopropyl)furan-2-sulfonamide FC1=CC(=C(C(=C1)C(C)C)NC(=O)NS(=O)(=O)C=1OC=C(C1)C1(CC1)O)C(C)C